3,6-dimethylnaphthalene-1-ol CC=1C=C(C2=CC=C(C=C2C1)C)O